ClC1=CC2=C(N=CN(C2=O)CC2(CCN(CC2)C(=O)C2(CC2)C)O)N1C1=CC=C(C=C1)C1(NCCOC1)C 6-Chloro-3-((4-hydroxy-1-(1-methylcyclopropane-1-carbonyl)piperidin-4-yl)methyl)-7-(4-(3-methylmorpholin-3-yl)phenyl)-3,7-dihydro-4H-pyrrolo[2,3-d]pyrimidin-4-one